CC1(OC(C[C@H]1C(=O)NC=1SC(=CN1)C=1C=C2C=C(N=NC2=CC1)C)(C)C)C (3R)-2,2,5,5-tetramethyl-N-[5-(3-methylcinnolin-6-yl)-1,3-thiazol-2-yl]oxolane-3-carboxamide